C(C)(C)(C)OOC1=C(CCCC1)OOC(C)(C)C Di-(t-butylperoxy)cyclohexaneN